1-Acetylindoline-6-sulfonyl chloride C(C)(=O)N1CCC2=CC=C(C=C12)S(=O)(=O)Cl